[Si](C)(C)(C(C)(C)C)O[C@H](CN1N=C(C(=C1CO)I)OCC)C (S)-(1-(2-((tert-butyldimethylsilyl)oxy)propyl)-3-ethoxy-4-iodo-1H-pyrazol-5-yl)methanol